NC1=CC=C(C=N1)C1N(CC(CC1)C)C(C(=O)NC=1C=C(C=NC1)C(=O)N)=O 5-[[2-[2-(6-Amino-3-pyridyl)-5-methyl-1-piperidyl]-2-oxo-acetyl]amino]pyridine-3-carboxamide